3-{2-amino-6-[(2-imino-4-methyl-2,3-dihydro-1,3-oxazol-3-yl)methyl]phenyl}-1-[2-(3-chlorophenyl)-1-methoxypropan-2-yl]thiourea NC1=C(C(=CC=C1)CN1C(OC=C1C)=N)NC(NC(COC)(C)C1=CC(=CC=C1)Cl)=S